tert-butyl 5-[5-methyl-6-[[4-methyl-6-(methylamino) pyrimidin-2-yl] amino]-1,3-benzodioxol-4-yl]-2,3,4,7-tetrahydroazepine-1-carboxylate CC1=C(C2=C(OCO2)C=C1NC1=NC(=CC(=N1)C)NC)C=1CCCN(CC1)C(=O)OC(C)(C)C